(S)-2-(5-(6-(benzyloxy)pyridazin-3-yl)-3,6-dihydropyridin-1(2H)-yl)-N-(5-(cyclopropylmethoxy)pyridine-2-yl)propanamide C(C1=CC=CC=C1)OC1=CC=C(N=N1)C1=CCCN(C1)[C@H](C(=O)NC1=NC=C(C=C1)OCC1CC1)C